2-Oxo-1-(pyrimidin-5-yl)-N-[4-(trifluoromethoxy)phenyl]-1,2-dihydropyridine-3-carboxamide O=C1N(C=CC=C1C(=O)NC1=CC=C(C=C1)OC(F)(F)F)C=1C=NC=NC1